CN1CC(N(CC1)CC1CCN(CC1)C(=O)OC(C)(C)C)=O tert-butyl 4-[(4-methyl-2-oxo-piperazin-1-yl)methyl]piperidine-1-carboxylate